O=C1C2=C(N=C(N1)SCC(=O)NC=1SC=NN1)N(N=C2)C2=CC=CC=C2 2-((4-oxo-1-phenyl-4,5-dihydro-1H-pyrazolo[3,4-d]pyrimidin-6-yl)thio)-N-(1,3,4-thiadiazol-2-yl)acetamide